2-(tert-butyl)pyridin-3-amine C(C)(C)(C)C1=NC=CC=C1N